6-Nitro-2-benzoxazolone [N+](=O)([O-])C1=CC2=C(NC(O2)=O)C=C1